CC(COC=1C=C(C=NC1)C(=O)N)(C)NS(=O)(=O)C(F)(F)F 5-[2-methyl-2-(trifluoromethylsulfonylamino)propoxy]pyridine-3-carboxamide